(2-chlorophenyl)methyl (4-nitrophenyl) carbonate C(OCC1=C(C=CC=C1)Cl)(OC1=CC=C(C=C1)[N+](=O)[O-])=O